pyrrolidone-5-carboxylic acid N1C(CCC1C(=O)O)=O